2',3-dichloro-4-[(3,5-difluoropyridin-2-yl)(2H2)methoxy]-3'-fluoro-5',6-dimethyl-[1,4'-bipyridin]-2-one ClC1=NC=C(C(=C1F)N1C(C(=C(C=C1C)OC([2H])([2H])C1=NC=C(C=C1F)F)Cl)=O)C